6-(3-bromo-2-chlorophenyl)-2-methoxy-3-pyridinecarboxaldehyde BrC=1C(=C(C=CC1)C1=CC=C(C(=N1)OC)C=O)Cl